bromo-3,6-dichlorocarbazole BrC1=CC(=CC=2C3=CC(=CC=C3NC12)Cl)Cl